C(C)(C)(C)OC(=O)N1C=CC2=C(C(=CC(=C12)C)OC)CN1C(CC(CC1)C1=NC=CC=N1)C1=CC=C(C=C1)C(=O)OC 5-methoxy-4-((2-(4-(methoxycarbonyl)phenyl)-4-(pyrimidin-2-yl)piperidin-1-yl)methyl)-7-methyl-1H-indole-1-carboxylic acid tert-butyl ester